4-(2-cyanophenyl)sulfanyl-6-[1-(1-cyano-4-piperidyl)-5-methyl-pyrazol-4-yl]pyrazolo[1,5-a]pyridine-3-carbonitrile C(#N)C1=C(C=CC=C1)SC=1C=2N(C=C(C1)C=1C=NN(C1C)C1CCN(CC1)C#N)N=CC2C#N